CC1=C(C2=C(C=CC(=C2C=C1)C)C)O 2,5,8-trimethyl-1-naphthol